(2-hydroxyphenyl)(pyridine-2-yl)methanone OC1=C(C=CC=C1)C(=O)C1=NC=CC=C1